CN1CCN(CC1)C=1C=C(C=CC1)[S-].[Na+] sodium 3-(4-methylpiperazin-1-yl)benzenethiolate